2-[4-[(3,4-difluorophenoxy)methyl]-1H-1,2,3-triazol-1-yl]pyridine-3-carboxamide FC=1C=C(OCC=2N=NN(C2)C2=NC=CC=C2C(=O)N)C=CC1F